(perfluoro-1,4-phenylene)diboronic acid FC1=C(C(=C(C(=C1F)B(O)O)F)F)B(O)O